4-[(1S,4R)-5-(3-fluoro-2,2-dimethylpropanoyl)-2,5-diazabicyclo[2.2.1]hept-2-yl]-2-(1-methyl-1H-pyrazol-4-yl)pyrimidine-5-carbonitrile FCC(C(=O)N1[C@H]2CN([C@H](C1)C2)C2=NC(=NC=C2C#N)C=2C=NN(C2)C)(C)C